2-(4-(2,4-difluorophenoxy)phenyl)-7-(1-propynylpyrrolidin-3-yl)-1H-imidazo[1,2-b]Pyrazole-3-carboxamide FC1=C(OC2=CC=C(C=C2)C=2NC=3N(N=CC3C3CN(CC3)C#CC)C2C(=O)N)C=CC(=C1)F